(R)-N-(2-chloro-4-(N-(1-(piperidin-4-yl)ethyl)sulfamoyl)phenyl)-2-methylbenzamide hydrochloride Cl.ClC1=C(C=CC(=C1)S(N[C@H](C)C1CCNCC1)(=O)=O)NC(C1=C(C=CC=C1)C)=O